(2R)-2,4-dimethyl-4-nitro-pentanoic acid methyl ester COC([C@@H](CC(C)([N+](=O)[O-])C)C)=O